CC1(OB(OC1(C)C)C1=CC=CC=2C(COC21)=O)C 7-(4,4,5,5-Tetramethyl-1,3,2-dioxaborolan-2-yl)benzofuran-3(2H)-one